C1(CCCC1)=C[C@@H](CO)NC(CNC(OC(C)(C)C)=O)=O tert-butyl (S)-(2-((1-cyclopentylidene-3-hydroxypropan-2-yl)amino)-2-oxoethyl)carbamate